O=C([C@H](C)N1C(C2=CC=CC=C2C1=O)=O)N1CC=CCC1C=1C=NC=CC1 (S)-2-(1-oxo-1-(6-(pyridin-3-yl)-5,6-dihydropyridin-1(2H)-yl)propan-2-yl)isoindoline-1,3-dione